(7Z)-10-bromo-7-decenyl acetate C(C)(=O)OCCCCCC\C=C/CCBr